The molecule is a class I yanuthone that is 5,6-epoxy-cyclohex-2-en-1-one which is substituted at positions 3, 4, and 6 by methyl, acetoxy, and trans,trans-farnesyl groups, respectively (the R,R,R stereoisomer). Isolated from the filamentous fungus Aspergillus niger, it shows antifungal activity towards the pathogenic yeast Candida albicans (IC50 = 17.5 +-3.9 muM). It has a role as an Aspergillus metabolite and an antifungal agent. It is an acetate ester and a class I yanuthone. It derives from a (2-trans,6-trans)-farnesol and a 7-deacetoxyyanuthone A. CC1=CC(=O)[C@]2([C@@H]([C@@H]1OC(=O)C)O2)C/C=C(\\C)/CC/C=C(\\C)/CCC=C(C)C